C1(CC1)C(=O)NC1=NN2C(C=C(C=C2)C=2C(=NOC2C)OC[C@@H](C2=C(C=CC=C2)F)NC(OC(C)(C)C)=O)=C1 (R)-tert-butyl (2-((4-(2-(cyclopropanecarboxamido)pyrazolo[1,5-a]pyridin-5-yl)-5-methylisoxazol-3-yl)oxy)-1-(2-fluorophenyl)ethyl)carbamate